4-(4-bromo-phenyl)-dibenzofuran BrC1=CC=C(C=C1)C1=CC=CC2=C1OC1=C2C=CC=C1